C(C)(C)(C)OC(=O)NC1CCC(CC1)N1C(NC(C2=CC3=C(C=C12)CCN3)=O)C N-[4-(tert-butoxycarbonylamino)cyclohexyl]-2-methyl-7,8-dihydro-3H-pyrrolo[2,3-g]quinazolin-4(6H)-one